(hydroxy(phenyl)methyl)-1,3-dimethyl-3-(2-oxo-2-phenylethyl)indol-2-one OC(C1=CC=CC=C1)C1=C2C(C(N(C2=CC=C1)C)=O)(CC(C1=CC=CC=C1)=O)C